5-Chloro-3-fluoro-2-(4,4,5,5-tetramethyl-1,3,2-dioxaborolan-2-yl)phenol ClC=1C=C(C(=C(C1)O)B1OC(C(O1)(C)C)(C)C)F